C(N)(=O)C1CCC(CC1)N1C2=NC(=NC=C2N=C1NC1=C(C=CC=C1F)Cl)N[C@H]1CN(CCC1)C(=O)OC (R)-methyl 3-(9-((1s,4S)-4-carbamoylcyclohexyl)-8-(2-chloro-6-fluorophenylamino)-9H-purin-2-ylamino)piperidine-1-carboxylate